3'-((2-Chloro-4-formyl-5-hydroxyphenoxy)methyl)-2,2'-dimethyl-[1,1'-biphenyl] ClC1=C(OCC=2C(=C(C=CC2)C2=C(C=CC=C2)C)C)C=C(C(=C1)C=O)O